C(#CCCCCCCCCCC)O dodecyn-1-ol